(2S,4R)-N-[(3-cyano-2-fluoro-phenyl)methyl]-1-[(2S)-2-(4-cyclopropyltriazol-1-yl)-3,3-dimethyl-butanoyl]-4-hydroxy-pyrrolidine-2-carboxamide C(#N)C=1C(=C(C=CC1)CNC(=O)[C@H]1N(C[C@@H](C1)O)C([C@H](C(C)(C)C)N1N=NC(=C1)C1CC1)=O)F